C(CCCCCCCCCCCCCCCCC)OS(=O)(=O)CCCCCCCCCCF octadecylfluorodecyl-sulfonate